CC(C=C1CC2(CCCN2C1)CO)C (2-(2-methylpropylidene)tetrahydro-1H-pyrrolizin-7a(5H)-yl)methanol